C1(CC1)C=1N=NN(C1C1(CC2(C1)CCN(CC2)C(=O)OC(C)(C)C)O)C2=C(C=CC=C2Cl)Cl tert-Butyl 2-(4-cyclopropyl-1-(2,6-dichlorophenyl)-1H-1,2,3-triazol-5-yl)-2-hydroxy-7-azaspiro[3.5]nonane-7-carboxylate